1,4,5-tri-O-acetyl-2-(acetamido)-2-deoxy-1-deutero-3,6-di-O-methyl-D-glucitol C(C)(=O)OC([C@@H]([C@@H](OC)[C@H](OC(C)=O)[C@H](OC(C)=O)COC)NC(C)=O)[2H]